tert-Butyl 5-methoxy-3,3-diethyl-2-phenyl-2,3-dihydro-1H-benzo[d][1,3]azasilole-1-carboxylate COC=1C=CC2=C([Si](C(N2C(=O)OC(C)(C)C)C2=CC=CC=C2)(CC)CC)C1